1-amino-4-cyanonaphthalene NC1=CC=C(C2=CC=CC=C12)C#N